C(C)C(C(=O)[O-])(CCCC)CC diethylcaproate